2,2',2'',2'''-(((((2-oxoimidazolidine-1,3-diyl)bis(ethane-2,1-diyl))bis((cyanomethyl)azane-diyl))bis(ethane-2,1-diyl))bis(azanetriyl))tetraacetonitrile O=C1N(CCN1CCN(CC#N)CCN(CC#N)CC#N)CCN(CC#N)CCN(CC#N)CC#N